C1(=CC=CC=C1)P([O-])(=O)C(C1=C(C=C(C=C1C)C)C)=O.[Li+].FC(C(=O)NC1=CC=C(C=C1)C)(CC(CC1=CC=CC=C1)O)F 2,2-difluoro-4-hydroxy-5-phenyl-N-(p-tolyl)valeramide lithium phenyl-2,4,6-trimethylbenzoyl-phosphinate